FC1=C(C#N)C=C(C(=C1)O)B1OC(C(O1)(C)C)(C)C 2-fluoro-4-hydroxy-5-(4,4,5,5-tetramethyl-1,3,2-dioxaborolan-2-yl)benzonitrile